C(C)N1N=C(C(=C1)C1=C(C=CC=C1)[C@H]1C2=C(CN(C1)C(C#CCOC)=O)SC(=C2)C#N)C(F)(F)F (S)-4-(2-(1-Ethyl-3-(trifluoromethyl)-1H-pyrazol-4-yl)phenyl)-6-(4-methoxybut-2-ynoyl)-4,5,6,7-tetrahydrothieno[2,3-c]pyridine-2-carbonitrile